C1(C=CC2=CC=CC=C12)=O 1H-indenone